ClC=1C=C(C=CC1)C=1C(=C2N(N1)CCC2)C=2C=CC1=C(N(C=N1)C)C2 6-(2-(3-Chlorophenyl)-5,6-dihydro-4H-pyrrolo[1,2-b]pyrazol-3-yl)-1-methyl-1H-benzo[d]imidazole